((2'-(5-methoxyisoindolin-2-yl)-[2,4'-bipyrimidin]-4-yl)ethynyl)benzoic acid methyl ester COC(C1=C(C=CC=C1)C#CC1=NC(=NC=C1)C1=NC(=NC=C1)N1CC2=CC=C(C=C2C1)OC)=O